BrC1(CC=C(C(=O)C2=CC=CC=C2)C=C1)Br 4,4-dibromobenzophenone